5-(2-hydroxyoctyl-sulfanyl)-1,10-phenanthroline OC(CSC1=C2C=CC=NC2=C2N=CC=CC2=C1)CCCCCC